C(CCC=C)NCCCC=C di(pent-4-enyl)amine